C(CCCCCCC(OC)=N)(OC)=N dimethyl Suberimidate